Methyl N-[(1S)-1-[(1S)-2-[[(1S)-1-cyano-2-(2-oxoindolin-3-yl)ethyl]carbamoyl]-6,6-dimethyl-3-azabicyclo[3.1.0]hexane-3-carbonyl]-2,2-dimethyl-propyl]carbamate C(#N)[C@H](CC1C(NC2=CC=CC=C12)=O)NC(=O)C1[C@@H]2C(C2CN1C(=O)[C@H](C(C)(C)C)NC(OC)=O)(C)C